C(C1=CC=CC=C1)OC=1C(=NN(C1C1=NN=CN1CC1=CC=C(C=C1)OC)CCO)C 2-[4-benzyloxy-5-[4-[(4-methoxyphenyl)methyl]-1,2,4-triazol-3-yl]-3-methyl-pyrazol-1-yl]ethanol